N-[4-[4-[[2-(4-chlorophenyl)-4,4-dimethylcyclohexen-1-yl]methyl]piperazin-1-yl]-2-(1H-pyrrolo[2,3-b]pyridin-5-yloxy)phenyl]sulfonyl-3,4-dihydro-2H-chromene-6-carboxamide ClC1=CC=C(C=C1)C1=C(CCC(C1)(C)C)CN1CCN(CC1)C1=CC(=C(C=C1)S(=O)(=O)NC(=O)C=1C=C2CCCOC2=CC1)OC=1C=C2C(=NC1)NC=C2